4-(9,9-dimethyl-7-(piperazin-1-ylmethyl)-9,10-dihydroacridin-3-yl)-N,N-dimethylbenzamide CC1(C2=CC(=CC=C2NC=2C=C(C=CC12)C1=CC=C(C(=O)N(C)C)C=C1)CN1CCNCC1)C